4-chloro-6-(5-fluoropyridin-2-yl)-8-methoxyquinazoline ClC1=NC=NC2=C(C=C(C=C12)C1=NC=C(C=C1)F)OC